2-(2,6-dimethylpyridin-4-yl)-3-isopropyl-5-(1-((4-methyl-4H-1,2,4-triazol-3-yl)methyl)piperidin-4-yl)-1H-indole CC1=NC(=CC(=C1)C=1NC2=CC=C(C=C2C1C(C)C)C1CCN(CC1)CC1=NN=CN1C)C